NC1=CC=C(C(=C1C(=O)N(C)C)F)C=1C(=C2C(=NC1)NC[C@]21C[C@@H](CC1)N1N=CN=C1)Cl 6-Amino-3-((1R,3R)-4'-chloro-3-(1H-1,2,4-triazol-1-yl)-1',2'-dihydrospiro[cyclopentane-1,3'-pyrrolo[2,3-b]pyridin]-5'-yl)-2-fluoro-N,N-dimethylbenzamide